tert-butyl 7-(8-bromo-6-chloro-3,4-dihydroquinolin-1(2H)-yl)-5-azaspiro[3.4]octane-5-carboxylate BrC=1C=C(C=C2CCCN(C12)C1CN(C2(CCC2)C1)C(=O)OC(C)(C)C)Cl